NC1=C2N=C(N(C2=NC(=N1)F)CCC(=O)NC1CC1)CC=1C=C2C(CCC2=CC1I)F 3-(6-amino-2-fluoro-8-((3-fluoro-6-iodo-2,3-dihydro-1H-inden-5-yl)methyl)-9H-purin-9-yl)-N-cyclopropylpropanamide